NCC=1C=C(C=C(C1)F)NC1=CSC=C1 N-(3-(aminomethyl)-5-fluorophenyl)thiophen-3-amine